(E)-fluorenylmethoxycarbonyl-glycine-4-oxo-4-phenyl-2-buten-2-yl ester O=C(C=C(C)OC(CNC(=O)OCC1=CC=CC=2C3=CC=CC=C3CC12)=O)C1=CC=CC=C1